4'H-spiro[cyclopropane-1,5'-naphtho[2,1-d]isoxazol] O1N=CC2=C1C1=CC=CC=C1C1(C2)CC1